2,2,6,8-tetramethyl-1,2,3,4,4a,5,8,8a-octahydro-1-naphthol CC1(C(C2C(C=C(CC2CC1)C)C)O)C